1-{2-chloro-6-[(3R)-3-methylmorpholin-4-yl]pyridin-4-yl}cyclohexane-1-carbonitrile ClC1=NC(=CC(=C1)C1(CCCCC1)C#N)N1[C@@H](COCC1)C